Cl(=O)[O-].[Ba+2].Cl(=O)[O-] barium chlorite